3-((Tert-Butoxycarbonyl)(2-(3-(2,6-dichloro-5-fluoronicotinoyl)ureido)-3-isopropylphenyl)amino)propanoic acid tert-butyl ester C(C)(C)(C)OC(CCN(C1=C(C(=CC=C1)C(C)C)NC(=O)NC(C1=C(N=C(C(=C1)F)Cl)Cl)=O)C(=O)OC(C)(C)C)=O